N#CCOCCOCC#N 1,2-bis(2-nitriloethoxy)ethane